10-chloro-7H-benzo[c]fluoren-7-one ClC1=CC=2C=3C4=C(C=CC3C(C2C=C1)=O)C=CC=C4